ClC=1C=CC2=C([C@@H](C[C@H](O2)C(=O)NC23CCC(CC2)(CC3)NC(CO[C@@H]3C[C@@H](C3)OC(F)(F)F)=O)O)C1 (2S,4R)-6-chloro-4-hydroxy-N-[4-(2-{[cis-3-(trifluoromethoxy)cyclobutyl]oxy}acetamido)bicyclo[2.2.2]octan-1-yl]-3,4-dihydro-2H-1-benzopyran-2-carboxamide